C(C=C)OC1=CC=C(C=C1)NC=1C=NC(=NC1)OCCCCOC1=C2CCN(CC2=CC=C1)C(=O)OC(C)(C)C tert-Butyl 5-{4-[(5-{[4-(prop-2-en-1-yloxy)phenyl]amino}pyrimidin-2-yl)oxy]butoxy}-3,4-dihydroisoquinoline-2(1H)-carboxylate